(S)-7-(2-chlorophenyl)-6-fluoro-4-(4-(2-fluoroacryloyl)-2-methylpiperazin-1-yl)-1-(2-isopropyl-6-(methylsulfonyl)phenyl)pyridino[2,3-d]pyrimidin-2(1H)-one ClC1=C(C=CC=C1)C=1C(=CC2=C(N(C(N=C2N2[C@H](CN(CC2)C(C(=C)F)=O)C)=O)C2=C(C=CC=C2S(=O)(=O)C)C(C)C)N1)F